CC1=NNC=C1[N+](=O)[O-] 3-methyl-4-nitro-1H-pyrazole